3,6-dimethyloctan-3-ol CC(CC)(CCC(CC)C)O